2-[2-[2-[2-[2,3-bis[6-(2-octyldecanoyloxy)hexoxy] propoxy]ethoxy]ethoxy]ethoxy]ethyl 1,4-dimethylpiperidine-4-carboxylate CN1CCC(CC1)(C(=O)OCCOCCOCCOCCOCC(COCCCCCCOC(C(CCCCCCCC)CCCCCCCC)=O)OCCCCCCOC(C(CCCCCCCC)CCCCCCCC)=O)C